C(C)(C)NC1=C(C=NC2=CC=C(C=C12)C=1C=NNC1)C1=CC(=NO1)C1CCN(CC1)C(C)=O 1-(4-(5-(4-(Isopropylamino)-6-(1H-pyrazol-4-yl)chinolin-3-yl)isoxazol-3-yl)piperidin-1-yl)ethan-1-on